4-methyl-3,4-dihydro-2H-benzo[1,4]oxazine-6-carboxylic acid [2-(4-hydroxy-piperidin-1-yl)-benzooxazol-5-yl]-amide OC1CCN(CC1)C=1OC2=C(N1)C=C(C=C2)NC(=O)C=2C=CC1=C(N(CCO1)C)C2